1-(2,4-difluorophenyl)-3-(4-fluorophenyl)-N-(5-hydroxy-4,4-dimethylpentyl)-5-methyl-4-(5-methylthiophen-2-yl)-4,5-dihydro-1H-pyrazole-5-carboxamide FC1=C(C=CC(=C1)F)N1N=C(C(C1(C(=O)NCCCC(CO)(C)C)C)C=1SC(=CC1)C)C1=CC=C(C=C1)F